2-(hexahydropyrazino[2,1-c][1,4]oxazin-8(1H)-yl)-5-bromophenol C1OCCN2C1CN(CC2)C2=C(C=C(C=C2)Br)O